3-[1-methyl-7-[4-(3-methyl-2-oxo-imidazol-1-yl)phenoxy]indazol-5-yl]triazole-4-carbonitrile CN1N=CC2=CC(=CC(=C12)OC1=CC=C(C=C1)N1C(N(C=C1)C)=O)N1N=NC=C1C#N